1H-pyrazolo[4,3-b]pyridine-5-carboxylate N1N=CC2=NC(=CC=C21)C(=O)[O-]